C(C)(C)(C)OC(=O)NCC1=NOC(C1)(C(=O)OCC)CC(C)C ethyl 3-(((tert-butoxycarbonyl)amino)methyl)-5-isobutyl-4,5-dihydroisoxazole-5-carboxylate